benzyl [(2S)-1-({3-[{(1R)-1-[1-benzyl-4-(2,5-difluorophenyl)-1H-pyrrol-2-yl]-2,2-dimethylpropyl}(hydroxyacetyl)amino]propyl}amino)-1-oxopropan-2-yl]carbamate C(C1=CC=CC=C1)N1C(=CC(=C1)C1=C(C=CC(=C1)F)F)[C@@H](C(C)(C)C)N(CCCNC([C@H](C)NC(OCC1=CC=CC=C1)=O)=O)C(CO)=O